5-((5-(3-((4-(tert-butyl)-1H-pyrazol-5-yl)oxy)cyclopentyl)-1H-pyrazol-3-yl)amino)-4-fluoro-2,3-dihydrobenzo[d]isothiazole 1,1-dioxide C(C)(C)(C)C=1C=NNC1OC1CC(CC1)C1=CC(=NN1)NC=1C=CC2=C(CNS2(=O)=O)C1F